C(C)(C)(C)OC(=O)N1CCC(CC1)(COS(=O)(=O)C1=CC=C(C)C=C1)F 4-fluoro-4-((tosyloxy)methyl)piperidine-1-carboxylic acid tert-butyl ester